BrC1=C2C=NN(C2=CC(=C1C#CCCC(=O)OC)Cl)C1OCCCC1 methyl 5-(4-bromo-6-chloro-1-(tetrahydro-2H-pyran-2-yl)-1H-indazol-5-yl)pent-4-ynoate